COC1=CC=C(C=N1)C=1C=C2NC(C=3N(C2=CC1)C(=NN3)C3=CC(=C(C=C3)N3CCNCC3)C(F)(F)F)=O 7-(6-methoxypyridin-3-yl)-1-(4-(piperazin-1-yl)-3-trifluoromethylphenyl)-[1,2,4]triazolo[4,3-a]quinoxalin-4(5H)-one